Tert-Butyl (3R)-4-[5-chloro-1-(oxan-2-yl)-6-oxo-1,6-dihydropyridazin-4-yl]-3-ethylpiperazine-1-carboxylate ClC1=C(C=NN(C1=O)C1OCCCC1)N1[C@@H](CN(CC1)C(=O)OC(C)(C)C)CC